6-nitro-4,4a,9,9a-tetrahydroindeno[2,1-b][1,4]oxazin-3(2H)-one [N+](=O)([O-])C=1C=CC=2CC3OCC(NC3C2C1)=O